C(C)(=O)C1=NN(C2=C(N=C(C=C21)C=2C=NC(=NC2)C)C)CC(=O)N2[C@@H](C[C@@](C2)(CF)F)C(=O)NC2=NC(=CN=C2)Br (2S,4R)-1-(2-(3-acetyl-7-methyl-5-(2-methylpyrimidin-5-yl)-1H-pyrazolo[3,4-c]pyridin-1-yl)acetyl)-N-(6-bromopyrazin-2-yl)-4-fluoro-4-(fluoromethyl)pyrrolidine-2-carboxamide